tert-butyl N-[(6-{[(cyclohexylmethyl)amino]methyl}imidazo[1,2-a]pyridin-2-yl)methyl]carbamate C1(CCCCC1)CNCC=1C=CC=2N(C1)C=C(N2)CNC(OC(C)(C)C)=O